methyl-2,4,5-trichloro-3-nitropyridine CC1=C(C(=C(C(=N1)Cl)[N+](=O)[O-])Cl)Cl